butyl 3-hydroxy-4-(5H-imidazo[5,1-a]isoindol-5-yl)pyrrolidine-1-carboxylate OC1CN(CC1C1N2C(C3=CC=CC=C13)=CN=C2)C(=O)OCCCC